C(#N)C=1C=CC(=NC1)N1CCN(CC1)C(=O)[C@@H]1OC(CN(C1)C(=O)OC(C)(C)C)(C)C tert-butyl (6R)-6-[4-(5-cyano-2-pyridyl) piperazine-1-carbonyl]-2,2-dimethyl-morpholine-4-carboxylate